OC(C(=O)O)C1=CC=CC2=CC=CC=C12 2-hydroxy-2-(naphthalen-1-yl)acetic acid